FC1(C2CCN(CC12)C1=C(C(=O)NC2=CC(=C(C=C2)OC)N2CCC(CC2)(F)F)C=CC(=C1)NS(=O)(=O)CC)F 2-(7,7-difluoro-3-azabicyclo[4.1.0]heptane-3-yl)-N-(3-(4,4-difluoropiperidin-1-yl)-4-methoxyphenyl)-4-(ethylsulfonamido)benzamide